FC(C(C(F)(F)C(C(=O)N)CC)(F)F)(C(F)(F)F)F nonafluorobutylbutanamide